Cl.C1(=C(C=CC=C1)S(=O)(=O)C/C(=C/CN)/F)C1=CC=CC=C1 (Z)-4-(Biphenyl-2-ylsulfonyl)-3-fluoro-but-2-en-1-amine hydrochloride